N-(2,6-dibromo-4-cyclopropylpyridin-3-yl)-2-fluoro-N-(2-fluoro-4-nitrobenzoyl)-4-nitrobenzamide BrC1=NC(=CC(=C1N(C(C1=C(C=C(C=C1)[N+](=O)[O-])F)=O)C(C1=C(C=C(C=C1)[N+](=O)[O-])F)=O)C1CC1)Br